N-[3-[6-Cyclopropyl-4-(2-fluoro-4-iodo-anilino)-3,7-dimethyl-2,5-dioxo-pyrano[3,2-c]pyridin-8-yl]-2-methyl-phenyl]acetamide C1(CC1)N1C(C2=C(C(=C1C)C=1C(=C(C=CC1)NC(C)=O)C)OC(C(=C2NC2=C(C=C(C=C2)I)F)C)=O)=O